3-(Cyclobutoxy)thiophene-2-carbaldehyde C1(CCC1)OC1=C(SC=C1)C=O